C(C)(C)[Si](OCCC1=CC=C(C=C1)CC(=O)O)(C(C)C)C(C)C 2-(4-(2-((triisopropylsilyl)oxy)ethyl)phenyl)acetic acid